C(C)C1(OCC=2C(=NC=CC21)C(=O)OC)C methyl 1-ethyl-1-methyl-1,3-dihydrofuro[3,4-c]pyridine-4-carboxylate